2-methoxyethyl (1S,2R,5R)-3-((6-(4-chloro-3-fluorophenoxy)pyridin-3-yl)sulfonyl)-2-(hydroxycarbamoyl)-3,8-diazabicyclo[3.2.1]octane-8-carboxylate ClC1=C(C=C(OC2=CC=C(C=N2)S(=O)(=O)N2[C@H]([C@@H]3CC[C@H](C2)N3C(=O)OCCOC)C(NO)=O)C=C1)F